[N+](=O)(OCCCC(=O)N[C@@H](CC1=CC2=C(OCO2)C=C1)C)[O-] (R)-4-((1-(benzo[d][1,3]dioxol-5-yl)propan-2-yl)amino)-4-oxobutyl nitrate